tert-butyl 4-[2-(7-fluoro-2-methylindazol-5-yl) thieno[2,3-c]pyrazol-5-yl]piperidine-1-carboxylate FC1=CC(=CC2=CN(N=C12)C)N1N=C2C(=C1)C=C(S2)C2CCN(CC2)C(=O)OC(C)(C)C